C(#N)C1=C(C=C(C=C1)C=1C=C(C(=O)N2[C@@H]3C[C@H]([C@H]2CC3)NS(=O)(=O)C3=C(C=C(C=C3)[N+](=O)[O-])[N+](=O)[O-])C=CC1C=1C=C3C=CN(C3=CC1F)CC(C)(C)O)F |o1:14,16,17| N-[(1S,3R,4R)-rel-7-[3-(4-cyano-3-fluoro-phenyl)-4-[6-fluoro-1-(2-hydroxy-2-methyl-propyl)indol-5-yl]benzoyl]-7-azabicyclo[2.2.1]hept-3-yl]-2,4-dinitrobenzenesulfonamide